2-(4-tert-butylphenyl)-5-phenyl-furan C(C)(C)(C)C1=CC=C(C=C1)C=1OC(=CC1)C1=CC=CC=C1